N(=C=O)C1=C(C(=CC=C1CCCCCCCCCCCCCCC)N=C=O)CC(=O)[O-] 2,6-diisocyanato-3-pentadecylphenylacetate